5-TRIMETHYLSILYLTHIOPHENE-2-BORONIC ACID C[Si](C1=CC=C(S1)B(O)O)(C)C